ClC=1C(=NC(=NC1)NC(CCO)CC)C1=CC=C2CN(C(C2=C1)=O)CC(=O)N 2-(6-{5-chloro-2-[(oxa-hex-4-yl)amino]pyrimidin-4-yl}-1-oxo-2,3-dihydro-1H-isoindol-2-yl)acetamide